1-(4-chlorobenzyl)-3-(6-(1-(4-methyl-3-oxopiperazin-1-yl)ethyl)spiro[3.3]heptan-2-yl)urea ClC1=CC=C(CNC(=O)NC2CC3(C2)CC(C3)C(C)N3CC(N(CC3)C)=O)C=C1